C(C1=CC=CC=C1)OC=1C=C(C=2N(C1)N=CC2C#N)C=2C=NC(=CC2)N2CC1N(C(C2)C1)C(C1=CN=C(C=C1)OC)=O 6-(benzyloxy)-4-(6-(6-(6-methoxynicotinoyl)-3,6-diazabicyclo[3.1.1]heptan-3-yl)pyridin-3-yl)pyrazolo[1,5-a]pyridine-3-carbonitrile